N-benzyl-N-(1-(phenyl)vinyl)acetamide C(C1=CC=CC=C1)N(C(C)=O)C(=C)C1=CC=CC=C1